C(C1=CC=CC=C1)N1CCN(CCC1)C(CCC=1C(=NN(C1C)C=1C=CC=2N(N1)C(=NN2)C)C)=O 1-(4-benzyl-1,4-diazepan-1-yl)-3-(3,5-dimethyl-1-(3-methyl-[1,2,4]triazolo[4,3-b]pyridazin-6-yl)-1H-pyrazol-4-yl)propan-1-one